CC1=C(C[C@H]2NC(=NOC2)C2=C(N=NC(=C2)C)OC2=C(C(=CC=C2)C)F)C=C(C=C1)C |r| (5RS)-5-(2,5-dimethylbenzyl)-3-[3-(2-fluoro-3-methylphenoxy)-6-methylpyridazin-4-yl]-5,6-dihydro-4H-1,2,4-oxadiazine